FC1(CN(C1)C(=O)OC1CC1)F cyclopropyl 3,3-difluoroazetidine-1-carboxylate